[N+](=O)([O-])C1=CC(=CC=2OCC(NC21)C2CCOCC2)S(=O)(=O)N 5-nitro-3-(tetrahydro-2H-pyran-4-yl)-3,4-dihydro-2H-benzo[b][1,4]oxazine-7-sulfonamide